2-butyl-1-(3-(piperazin-1-ylmethyl)benzyl)-1H-imidazo[4,5-d]thieno[3,2-b]pyridin-4-amine C(CCC)C1=NC=2C(=C3C(=NC2N)C=CS3)N1CC1=CC(=CC=C1)CN1CCNCC1